O=C1NC=C(C(N1)=O)C(=O)O 2,4-dioxo-1,2,3,4-tetrahydropyrimidine-5-formic acid